potassium asparaginate N[C@@H](CC(N)=O)C(=O)[O-].[K+]